2-bromo-3-fluoro-4-nitro-pyridine BrC1=NC=CC(=C1F)[N+](=O)[O-]